4-(trans-4-propylcyclohexyl)benzoic acid C(CC)[C@@H]1CC[C@H](CC1)C1=CC=C(C(=O)O)C=C1